C(C)C=1C=NC=CC1C(=O)NCC=1C=C2CCC(NC2=CC1)=O 3-ethyl-N-[(2-oxo-3,4-dihydro-1H-quinolin-6-yl)methyl]pyridine-4-carboxamide